C1(CCC1)OC1=CC=2N(C=C1C(=O)O)C=C(N2)C21COC(C2)(C1)C 7-cyclobutoxy-2-(1-methyl-2-oxabicyclo[2.1.1]hex-4-yl)imidazo[1,2-a]pyridine-6-carboxylic acid